ethyl 2-{5-chloro-7-oxo-7,8-dihydro-6H-spiro[[1,3]oxazolo[5,4-f]quinazoline-9,1'-cyclohexan]-2-yl}acetate ClC=1C=C2C(=C3C1NC(NC31CCCCC1)=O)OC(=N2)CC(=O)OCC